C(C)/C(=C\C)/C1=NC=2N(C(=C1)N[C@@H]1C[C@H](CC1)NC(OC(C)(C)C)=O)N=CC2 tert-butyl N-[(1S,3S)-3-[[5-[(E)-1-ethylprop-1-enyl]pyrazolo[1,5-a]pyrimidin-7-yl]amino]cyclopentyl]carbamate